6-bromo-5-phenylpyrazolo[1,5-a]pyrimidine-3-carboxylic acid ethyl ester C(C)OC(=O)C=1C=NN2C1N=C(C(=C2)Br)C2=CC=CC=C2